C(CCCC)O[Si](C=1C=C(C=CC1)C(=C)C1=CC(=CC=C1)[Si](OCCCCC)(OCCCCC)OCCCCC)(OCCCCC)OCCCCC 1,1-bis(3-tripentoxysilylphenyl)ethylene